zirconium (IV) tetran-butoxide [O-]CCCC.[O-]CCCC.[O-]CCCC.[O-]CCCC.[Zr+4]